(±)-Tert-butyl (2-((methylsulfinyl)methyl)-4-nitrophenethyl)carbamate C[S@@](=O)CC1=C(CCNC(OC(C)(C)C)=O)C=CC(=C1)[N+](=O)[O-] |r|